(1R)-2-[4,6-bis(trifluoromethyl)-1,3,5-triazin-2-yl]-6-chloro-1-[(oxan-3-yl)methyl]-2,3,4,9-tetrahydro-1H-pyrido[3,4-b]indole FC(C1=NC(=NC(=N1)C(F)(F)F)N1[C@@H](C=2NC3=CC=C(C=C3C2CC1)Cl)CC1COCCC1)(F)F